ClC1=C(C=CC(=C1)F)C1=NOC(=C1)NC(CC1=CC=C(C=C1)C(=C(C#N)C#N)O)=O N-[3-(2-Chloro-4-fluorophenyl)-1,2-oxazol-5-yl]-2-[4-(2,2-dicyano-1-hydroxyeth-1-en-1-yl)phenyl]acetamide